ClC1=CC(=CC=2N1C=CN2)C(=O)OCC ethyl 5-chloroimidazo[1,2-a]pyridine-7-carboxylate